N1=C(C=CC=C1)C=NC(C)[C-]1C(=CC=C1)P(C1=CC=CC=C1)C1=CC=CC=C1.[CH-]1C=CC=C1.[Fe+2] N-(pyridin-2-ylmethylene)-1-(2-(diphenylphosphino)ferrocenyl)ethanamine